FC1=CC=C2C=C(C=C(C2=C1C#C[Si](C(C)C)(C(C)C)C(C)C)O)O[Si](C(C)C)(C(C)C)C(C)C 7-fluoro-8-((triisopropylsilyl)ethynyl)-3-((triisopropylsilyl)oxy)naphthalen-1-ol